Cl.C1NCCC2=CC=C(C=C12)C(=O)OC Methyl 1,2,3,4-tetrahydroisoquinoline-7-carboxylate HCL